OC[C@H](C)N1C=NC2=C(C1=O)C=C(N=C2C=2C=NN(C2)C)C=2C=NC(=NC2)C(F)(F)F (S)-3-(1-hydroxypropan-2-yl)-8-(1-methyl-1H-pyrazol-4-yl)-6-(2-(trifluoromethyl)pyrimidin-5-yl)pyrido[3,4-d]pyrimidin-4(3H)-one